C(C1=CC=CC=C1)OCC1CCC(CC1)C=1N=C2N(C=C(C(=N2)OC(C)C)C(=O)OC)C1 methyl 2-[4-(benzyloxymethyl)cyclohexyl]-7-isopropoxy-imidazo[1,2-a]pyrimidine-6-carboxylate